1-mercapto-3-phenyl-1,2,4-triazole SN1N=C(N=C1)C1=CC=CC=C1